ethyl (E)-3-(1-(but-2-en-1-yl)-4-methyl-1H-benzo[d][1,2,3]triazol-5-yl)-3-(2-(4-(but-3-en-1-yl)piperidine-1-carbonyl)-1,2,3,4-tetrahydroisoquinolin-7-yl)propanoate C(\C=C\C)N1N=NC2=C1C=CC(=C2C)C(CC(=O)OCC)C2=CC=C1CCN(CC1=C2)C(=O)N2CCC(CC2)CCC=C